5-(4-amino-5-(trifluoromethyl)pyrrolo[2,1-f][1,2,4]triazin-7-yl)-N-((3R,4S)-4-fluoro-1-(3,3,3-trifluoro-2-hydroxy-2-methylpropyl)pyrrolidin-3-yl)-2-methoxynicotinamide NC1=NC=NN2C1=C(C=C2C=2C=NC(=C(C(=O)N[C@@H]1CN(C[C@@H]1F)CC(C(F)(F)F)(C)O)C2)OC)C(F)(F)F